2-[4-(4-methoxyphenyl)-6-phenyl-l-1,3,5-triazine-2-yl]phenol COC1=CC=C(C=C1)C1=NC(=NC(=N1)C1=CC=CC=C1)C1=C(C=CC=C1)O